(S)-N-((R or S)-(4-chlorophenyl)(4-fluoro-3-(trifluoromethyl)phenyl)methyl)-5-oxopyrrolidine-3-carboxamide ClC1=CC=C(C=C1)[C@@H](NC(=O)[C@@H]1CNC(C1)=O)C1=CC(=C(C=C1)F)C(F)(F)F |o1:7|